CC=1NC(=C(N1)C1=C(C=C(C(=C1)F)F)F)C=1C=C2C=CC=NC2=CC1 6-(2-Methyl-4-(2,4,5-trifluorophenyl)-1H-imidazol-5-yl)quinoline